5-(4-(2-(4-(4-amino-3-(4-phenoxyphenyl)-1H-pyrazolo[3,4-d]pyrimidin-1-yl)-[1,4'-bipiperidin]-1'-yl)ethyl)piperidin-1-yl)-2-(2,6-dioxopiperidin-3-yl)isoindoline-1,3-dione NC1=C2C(=NC=N1)N(N=C2C2=CC=C(C=C2)OC2=CC=CC=C2)C2CCN(CC2)C2CCN(CC2)CCC2CCN(CC2)C=2C=C1C(N(C(C1=CC2)=O)C2C(NC(CC2)=O)=O)=O